1,4,8,11-tetrathiatetradecane SCCSCCCSCCSCCC